(2R)-1,1-dioxothiolan O=S1(CCCC1)=O